C(C=C)(=O)NCCC[N+](C)(C)C.C(C(=C)C)(=O)CN(C)CC methacryloylethyl-dimethylamine, acrylamidopropyltrimethyl-ammonium salt